O[C@H](C(=O)N1C[C@@H]2[C@H](C1)CC(C2)NC2=C1C(=NC=C2C=2SC3=C(N2)CCCC3O)NC=C1)C (2S)-2-hydroxy-1-((3aR,5R,6aS)-5-((5-(7-hydroxy-4,5,6,7-tetrahydrobenzo[d]-thiazol-2-yl)-1H-pyrrolo[2,3-b]pyridin-4-yl)amino)hexahydrocyclopenta[c]pyrrol-2(1H)-yl)-propan-1-one